C(C1=CC=CC=C1)N(C1CCC(CC1)C(=O)N(C)OC)CC1=CC=CC=C1 4-(dibenzylamino)-N-methoxy-N-methylcyclohexane-1-carboxamide